ClC1=C(C#N)C(=CC=N1)NC1=CC2=C(N(C(N2CCC(CC#C)(C)O)=O)C)C=C1 2-Chloro-4-((3-(3-hydroxy-3-methylhex-5-yn-1-yl)-1-methyl-2-oxo-2,3-dihydro-1H-benzo[d]imidazol-5-yl)amino)nicotinonitril